2-(1-(4-((2-(4-(2-cyanoacetyl)piperazin-1-yl)-5-oxo-5,6-dihydropyrimido[4,5-d]pyridazin-4-yl)amino)benzyl)piperidin-4-yl)acetic acid C(#N)CC(=O)N1CCN(CC1)C=1N=C(C2=C(C=NNC2=O)N1)NC1=CC=C(CN2CCC(CC2)CC(=O)O)C=C1